Tert-butyl 4-cyclopropaneformylpiperazine-1-carboxylate C1(CC1)C(=O)N1CCN(CC1)C(=O)OC(C)(C)C